methyl (R)-2-hydroxy-3-(2-((2-(2-methoxyphenyl)pyrimidin-4-yl)methoxy)-5-((triisopropylsilyl)oxy)phenyl)propanoate O[C@@H](C(=O)OC)CC1=C(C=CC(=C1)O[Si](C(C)C)(C(C)C)C(C)C)OCC1=NC(=NC=C1)C1=C(C=CC=C1)OC